2-amino-4-methyl-sulfanyl-butyric acid NC(C(=O)O)(CCC)S